(1S,10R,19E)-12-methyl-10-[(7-methyl-1H-indazol-5-yl)methyl]-17-oxa-9,12,23,25-tetraazapentacyclo[19.5.2.11,4.13,7.024,27]triaconta-3,5,7(29),19,21(28),22,24(27)-heptaen-8,11,26-trione CN1C([C@H](NC(C=2C=CC3=C(C[C@@]4(C(NC=5N=CC(/C=C/COCCCC1)=CC45)=O)C3)C2)=O)CC=2C=C3C=NNC3=C(C2)C)=O